C(C)(C)(C)O[SiH]([SiH3])OC(C)(C)C 1,1-di-t-butoxydisilane